3,3'-(1,4-Phenylene)bis{1-[3-(triethoxysilyl)propyl]-5-amino-1,2,4-triazole} C1(=CC=C(C=C1)C1=NN(C(=N1)N)CCC[Si](OCC)(OCC)OCC)C1=NN(C(=N1)N)CCC[Si](OCC)(OCC)OCC